Ethyl 2-(6-ethoxy-5,5-difluoro-6-oxohexan-3-yl)cyclohex-1-ene-1-carboxylate C(C)OC(C(CC(CC)C1=C(CCCC1)C(=O)OCC)(F)F)=O